6-chloro-7-(8-ethyl-7-fluoro-3-(methoxymethoxy)naphthalen-1-yl)-2-(ethylsulfonyl)-8-fluoro-N-((1S,2S)-2-fluorocyclopropyl)-N-methylquinazolin-4-amine ClC=1C=C2C(=NC(=NC2=C(C1C1=CC(=CC2=CC=C(C(=C12)CC)F)OCOC)F)S(=O)(=O)CC)N(C)[C@@H]1[C@H](C1)F